C(CC(=O)C)(=O)OC[C@@H]1[C@H]([C@H]([C@@H](O1)N1C(=O)NC(=O)C=C1)OC=O)OC(C)=O 5'-O-(acetoacetyl)-3'-O-acetyl-2'-O-formyluridine